2,6-diphenyl-1-{2,6-bis[2,6-diisopropyl-4-(2-methylphenyl)phenyl]phenyl}-phosphocyclohexan-4-one C1(=CC=CC=C1)C1C(C(CC(C1)=O)C1=CC=CC=C1)(C1=C(C=CC=C1C1=C(C=C(C=C1C(C)C)C1=C(C=CC=C1)C)C(C)C)C1=C(C=C(C=C1C(C)C)C1=C(C=CC=C1)C)C(C)C)P(=O)=O